COC=1C=C(CC2=NC3=C(N2C2CCC(CC2)OC)C=CC(=C3)C=3C(=NOC3C)C)C=CC1 4-(2-(3-methoxybenzyl)-1-((1r,4r)-4-methoxycyclohexyl)-1H-benzo[d]imidazol-5-yl)-3,5-dimethylisoxazole